N1=C(N=CC=C1)OC1=C(C(=O)O)C=CC=C1.C(C1=CC=CC=C1)(=O)OOC1=NC=CC=N1 pyrimidinyloxy benzoate (PYRIMIDINYL OXYBENZOATE)